CC1(OCC(O1)CO)C dimethyl-1,3-dioxolan-4-methanol